(1R,2S,3S,5S)-2-fluoro-3-((3-(6-methoxy-2-methyl-4-oxo-4H-chromen-7-yl)-1,2,4-triazin-6-yl)(methyl)amino)-8-azabicyclo[3.2.1]octane-8-carboxylic acid tert-butyl ester C(C)(C)(C)OC(=O)N1[C@H]2[C@H]([C@H](C[C@@H]1CC2)N(C)C2=CN=C(N=N2)C2=C(C=C1C(C=C(OC1=C2)C)=O)OC)F